4,4'-dichloromethyl-biphenyl tert-butyl-((S)-1-(7-chloro-8-fluoro-2-(((2R,7aS)-2-fluorohexahydro-1H-pyrrolizin-7a-yl)methoxy)pyrido[4,3-d]pyrimidin-4-yl)pyrrolidin-3-yl)carbamate C(C)(C)(C)N(C(O)=O)[C@@H]1CN(CC1)C=1C2=C(N=C(N1)OC[C@]13CCCN3C[C@@H](C1)F)C(=C(N=C2)Cl)F.ClCC2=CC=C(C=C2)C2=CC=C(C=C2)CCl